FC(C1=C(C=CC=C1)C(C)=O)(F)F 1-(2-(trifluoromethyl)phenyl)ethan-1-one